C(=O)C1CN(C1)C(=O)OCC1=CC=CC=C1 1-Benzyl 3-formylazetidine-1-carboxylate